(R)-6-chloro-3-methyl-N-(tetrahydro-2H-pyran-3-yl)picolinamide ClC1=CC=C(C(=N1)C(=O)N[C@H]1COCCC1)C